tert-butyl (2R)-2-(hydroxymethyl)piperazine-1,4-dicarboxylate OC[C@@H]1N(CCN(C1)C(=O)[O-])C(=O)OC(C)(C)C